C[Sn](C1=CC=C(O1)C=C(C#N)C#N)(C)C 2-(5-Trimethylstannanyl-furan-2-ylmethylene)-malononitrile